NC=1C=C(N(C1)C)C=O 4-AMINO-1-METHYL-1H-PYRROLE-2-CARBOXALDEHYDE